(R)-7-(5-chloro-2-((tetrahydro-2h-pyran-4-yl)amino)pyrimidin-4-yl)-2-(5-fluoro-2-(hydroxymethyl)benzyl)-3-(methoxymethyl)-3,4-dihydropyrrolo[1,2-a]pyrazine-1(2H)-one ClC=1C(=NC(=NC1)NC1CCOCC1)C=1C=C2N(C[C@@H](N(C2=O)CC2=C(C=CC(=C2)F)CO)COC)C1